1,2-bis(diethylsilyl)ethane C(C)[SiH](CC[SiH](CC)CC)CC